O1C(=CC=C1)C=1SC=CC=CC=CC1 furylthionine